C(C)(C)(C)OC(NCC1=C(C=C(C=C1)C1=NC=NN2C1=CC(=C2)C2=CC=C(C=C2)C=O)F)=O.BrC=2C(=C(C=CC2)C(C(C)=O)C)F 3-(3-bromo-2-fluorophenyl)butan-2-one Tert-butyl-N-[[2-fluoro-4-[6-(4-formylphenyl)pyrrolo[2,1-f][1,2,4]triazin-4-yl]phenyl]methyl]carbamate